C(CC)[SiH2]CCCC(O[Si](C)(C)C)O[Si](C)(C)C propyl-bis(trimethylsiloxy)butylsilane